N-[(4-Chlorophenyl)-methyl]-2-methoxy-4-methyl-6-morpholin-4-yl-pyridine-3-carboxylic acid amide ClC1=CC=C(C=C1)CNC(=O)C=1C(=NC(=CC1C)N1CCOCC1)OC